FC(C)(C)C1=NC(=NC=C1)N1C[C@@H]2[C@H](C1)CN(C2)C=O ((3aR,6aS)-5-(4-(2-fluoropropane-2-yl)pyrimidin-2-yl)hexahydropyrrolo[3,4-c]pyrrol-2(1H)-yl)methanone